ferrous salicylate sulfate S(=O)(=O)([O-])[O-].C(C=1C(O)=CC=CC1)(=O)O.[Fe+2]